C(C)(CC)C1=CC=C(C=C1)S(=O)(=O)N1CCC2(CC(CO2)NC[C@@H](COC=2C=C(C=CC2)S(=O)(=O)NC)O)CC1 3-((2S)-3-(8-(4-sec-butylbenzenesulfonyl)-1-oxa-8-azaspiro[4.5]dec-3-ylamino)-2-hydroxypropoxy)-N-methylbenzenesulfonamide